N2-(4-phenylmethylsulfanyl-2-methyl-phenyl)-5-bromo-N4-cyclopentyl-pyrimidine-2,4-diamine C1(=CC=CC=C1)CSC1=CC(=C(C=C1)NC1=NC=C(C(=N1)NC1CCCC1)Br)C